C(C)(C)(C)OC(=O)N1C[C@H](CC1)[C@@H](C(=O)OC(C)(C)C)CC1=CC=C(C=C1)C=O (R)-3-((S)-1-(tert-butoxy)-3-(4-formylphenyl)-1-oxopropan-2-yl)pyrrolidine-1-carboxylic acid tert-butyl ester